F[B-](F)(F)F.C(C)[N+]#CC N-ethyl-acetonitrilium tetrafluoroborate